C(C)(C)(C)S(=O)NC1CCC=2N(N=CC21)C2CCN(CC2)C(=O)OC(C)(C)C tert-butyl 4-[4-(tert-butylsulfinylamino)-5,6-dihydro-4H-cyclopenta[c]pyrazol-1-yl]piperidine-1-carboxylate